Ethyl-4-(((3R,4R,6R)-1-acryloyl-4-fluoro-6-methylpiperidin-3-yl)amino)-7H-pyrrolo[2,3-d]pyrimidine-5-carboxylic acid C(C)C=1N=C(C2=C(N1)NC=C2C(=O)O)N[C@@H]2CN([C@@H](C[C@H]2F)C)C(C=C)=O